1-(2-bromo-3-chloro-phenyl)-3-(2-hydroxyethylamino)propan-2-ol BrC1=C(C=CC=C1Cl)CC(CNCCO)O